ClC1=CC=C(C=C1)C(C)(C(CC)(F)F)O 2-(4-chlorophenyl)-3,3-difluoropentan-2-ol